Pentapropylenglycol CC(COC(C)COC(C)COC(C)COC(C)CO)O